C(C)(=O)N1CC=2N(CC1)C(=NC2C(=O)C=2C=CC(=NC2)C=2C=NC(=CC2)C(=O)[O-])CC.[Li+].CC(C)(CC)C2CCC(CC2)=O 4-(2-Methylbutan-2-yl)cyclohexan-1-one lithium 5-(7-acetyl-3-ethyl-5,6,7,8-tetrahydroimidazo[1,5-a]pyrazine-1-carbonyl)-[2,3'-bipyridine]-6'-carboxylate